5-(6-(Fluoromethyl)-5-((1S,2R)-2-isopropylcyclopropyl)pyridazin-3-yl)pyrimidine FCC1=C(C=C(N=N1)C=1C=NC=NC1)[C@@H]1[C@H](C1)C(C)C